4-tert-butyl-dimethyl-aniline 2-hydroxyhexyl-formate OC(COC=O)CCCC.C(C)(C)(C)C1=CC=C(N(C)C)C=C1